4-((4b-hydroxy-7-isopropyl-10-oxo-4b,10-dihydro-9bH-indeno[1,2-b]benzofuran-9b-yl)amino)-4-oxobutyric acid triethyl-amine salt C(C)N(CC)CC.OC12OC3=C(C1(C(C1=CC=CC=C12)=O)NC(CCC(=O)O)=O)C=CC(=C3)C(C)C